C1(CC1)[C@](CNC(=O)C=1NC(C=CN1)=O)(CC1=CC=C(C=C1)F)C (R)-N-(2-cyclopropyl-3-(4-fluorophenyl)-2-methylpropyl)-6-oxo-1,6-dihydropyrimidine-2-carboxamide